3-[5-[4-[[5-Chloro-4-[[3-(3-hydroxy-3-methyl-butyl)-1-methyl-2-oxo-benzimidazol-5-yl]amino]pyrimidin-2-yl]amino]-1-piperidyl]benzimidazol-1-yl]piperidine-2,6-dione ClC=1C(=NC(=NC1)NC1CCN(CC1)C1=CC2=C(N(C=N2)C2C(NC(CC2)=O)=O)C=C1)NC1=CC2=C(N(C(N2CCC(C)(C)O)=O)C)C=C1